CC(C(=O)NC1CC(N(CC1)C(=O)OC(C)(C)C)(C)C)(COC1=NC=CC=C1C(F)(F)F)C tert-butyl 4-(2,2-dimethyl-3-((3-(trifluoromethyl) pyridin-2-yl) oxy) propanamido)-2,2-dimethylpiperidin-1-carboxylate